2-ethylhexyloxycarboxylic acid C(C)C(COC(=O)O)CCCC